4-hydroxy-1-methyl-2-oxo-7-phenoxy-1,2-dihydroquinoline OC1=CC(N(C2=CC(=CC=C12)OC1=CC=CC=C1)C)=O